5-chlorobenzo[b]phosphindole ClP1C2=C(C3=CC=CC=C13)C=CC=C2